FC(COCCC(=O)O)F 3-(2,2-difluoroethoxy)propanoic acid